N-(4-chloro-2-nitrobenzyl)-1-((1s,4s)-4-(2-methylpyridin-4-yl)cyclohexyl)ethan-1-amine ClC1=CC(=C(CNC(C)C2CCC(CC2)C2=CC(=NC=C2)C)C=C1)[N+](=O)[O-]